6-(cyclopropyl(5-(4,4-difluoropiperidine-1-carbonyl)pyridin-2-yl)amino)pyridazine-3-carbonitrile C1(CC1)N(C1=CC=C(N=N1)C#N)C1=NC=C(C=C1)C(=O)N1CCC(CC1)(F)F